(E)-2,4,6-triiodo-1,3-benzenedicarboxamide IC1=C(C(=CC(=C1C(=O)N)I)I)C(=O)N